benzyl 7-acetyl-5,6,7,8-tetrahydroimidazo[1,2-a]pyrazine-2-carboxylate C(C)(=O)N1CC=2N(CC1)C=C(N2)C(=O)OCC2=CC=CC=C2